CC1(CC1)NC(O[C@H]1C[C@H](CC1)C1=CC(=NN1)NC(CC=1N=C(OC1)C1CC1)=O)=O (1R,3S)-3-(3-{[(2-cyclopropyl-1,3-oxazol-4-yl)-acetyl]amino}-1H-pyrazol-5-yl)cyclopentyl (1-meth-ylcyclopropyl)carbamate